C([C@H]([C@H]([C@@H]([C@H](C(N)O)O)O)O)O)O Aminoglucitol